NC/C(/CN1N=C2C(C(N(CC2)C(C)C)=O)=C1)=C\F (E)-2-(2-(aminomethyl)-3-fluoroallyl)-5-isopropyl-2,5,6,7-tetrahydro-4H-pyrazolo[4,3-c]pyridin-4-one